COC(=O)C=1OC2=C(C1)C=C(C=C2)Br 5-bromobenzofuran-2-carboxylic acid methyl ester